di-(n-heptadecyl)amine C(CCCCCCCCCCCCCCCC)NCCCCCCCCCCCCCCCCC